C(C)(C)NC([C@@H](C)OC1=CC=C2C(=CC(OC2=C1)=O)C=1SC=CC1C)=O (2R)-N-isopropyl-2-[4-(3-methyl-2-thienyl)-2-oxo-chromen-7-yl]oxy-propionamide